CN(C=1C=CC=2N(C3=CC=C(C=C3SC2C1)N(C)C)C(C)=O)C 3,7-bis(dimethylamino)-10-acetylphenothiazine